1-(2-fluoro-5-(pentafluorobenzoyl)phenyl)dihydropyrimidine-2,4(1H,3H)-dione FC1=C(C=C(C=C1)C(C1=C(C(=C(C(=C1F)F)F)F)F)=O)N1C(NC(CC1)=O)=O